OC1=NC2=NC=NC(=C2N1)N 8-hydroxyladenine